4-bromo-N-(1-hydroxy-3-methylbutan-2-yl)-2,6-dimethyl-7-oxo-1-((2-(trimethylsilyl)ethoxy)methyl)-6,7-dihydro-1H-pyrrolo[2,3-c]pyridine-3-carboxamide BrC=1C2=C(C(N(C1)C)=O)N(C(=C2C(=O)NC(CO)C(C)C)C)COCC[Si](C)(C)C